OC(CNC(=O)NC=1SC=2CN(CCC2N1)C1=NC(=NO1)C1(CC1)C(F)(F)F)(C)C N-(2-hydroxy-2-methylpropyl)-N'-(5-{3-[1-(trifluoromethyl)cyclopropyl]-1,2,4-oxadiazol-5-yl}-4,5,6,7-tetrahydro[1,3]thiazolo[5,4-c]pyridin-2-yl)urea